CN1N=CC2=CC=C(C(=C12)C1=C(C(=NC=2CC(CCC12)(C)C)N1CC2(CN(C2)C(C=C)=O)CC1)C#N)C 4-(1,6-dimethyl-1H-indazol-7-yl)-7,7-dimethyl-2-(2-(2-propenoyl)-2,6-diazaspiro[3.4]octan-6-yl)-5,6,7,8-tetrahydro-3-quinolinecarbonitrile